CC([C@@H](C(SCC1=CC=CC=C1)=O)NC(C[C@H]1N(C(CC1)=O)CC1=C(C(=CC(=C1)F)F)F)=O)C S-Benzyl (S)-3-methyl-2-(2-((S)-5-oxo-1-(2,3,5-trifluorobenzyl)pyrrolidin-2-yl)acetamido)butanethioate